ClC1=CC=C2C=CC(=NC2=C1Cl)NC1=CC=C2C=CNC2=C1 7,8-dichloro-N-(1H-indol-6-yl)quinolin-2-amine